3-acetylthiohexyl acetate C(C)(=O)OCCC(CCC)SC(C)=O